1-[(2R,4S)-4-[4-amino-5-[2-(4,6-difluoro-2-methyl-1H-1,3-benzodiazol-5-yl)ethynyl]Pyrrolo[2,3-d]Pyrimidin-7-yl]-2-(methoxymethyl)pyrrolidin-1-yl]Prop-2-en-1-one NC=1C2=C(N=CN1)N(C=C2C#CC2=C(C1=C(NC(=N1)C)C=C2F)F)[C@H]2C[C@@H](N(C2)C(C=C)=O)COC